naphtho(3,2,1-kl)acridine C1=CC=CC=2NC3=CC=CC4=C3C(C12)=C1C=CC=CC1=C4